C1=CNC=2C3=C(C=CC12)C1=CC2=CC=CC=C2C=C1C=C3 anthraindole